C(C)(C)N1C(=NN=C1)C1=CC=CC(=N1)NC(C1=CC(C(=O)NC2=NC=CC=C2)=CC=C1)=O N1-(6-(4-Isopropyl-4H-1,2,4-triazol-3-yl)pyridin-2-yl)-N3-(pyridin-2-yl)isophthalamide